C(C)(C)(C)OC(=O)N1C2=C(OCC1)C=CC(=C2)B(O)O (4-(tert-butoxycarbonyl)-3,4-dihydro-2H-benzo[b][1,4]oxazin-6-yl)boronic acid